N-[4-[(6,7-dimethoxy-1,5-naphthyridin-4-yl)oxy]phenyl]-1-ethyl-5-(4-fluorophenyl)-6-methyl-4-oxopyridine-3-carboxamide COC=1N=C2C(=CC=NC2=CC1OC)OC1=CC=C(C=C1)NC(=O)C1=CN(C(=C(C1=O)C1=CC=C(C=C1)F)C)CC